C[Si](C)(C)C#CC1=CC=C(C=C1)[C@H](C)NC(OC(C)(C)C)=O 1-(S)-tert-butyl (1-(4-((trimethylsilyl)ethynyl)phenyl)ethyl)carbamate